C(C)(=O)NC1=CC=C(C(=N1)C(=O)N(C(C)C)[C@@H]1[C@H](CCC1)COC1=CC=C(C=C1)F)N1N=CC=N1 6-acetamido-N-[(1S,2S)-2-[(4-fluorophenoxy)methyl]cyclopentyl]-N-isopropyl-3-(triazol-2-yl)pyridine-2-carboxamide